C(C)(=O)OC1C2C3CCCC3C(C1)C2 octahydro-4,7-methylene-1H-inden-5-ol 5-acetate